potassium triphosphine methylaminoxide CN[O-].P.P.P.[K+]